(2R,3R,4S,5R)-4-FLUORO-2-(HYDROXYMETHYL)-5-[6-[(1-METHYLCYCLOBUTYL)AMINO]-2-(TRIFLUOROMETHYL)PURIN-9-YL]TETRAHYDROFURAN-3-OL F[C@H]1[C@@H]([C@H](O[C@H]1N1C2=NC(=NC(=C2N=C1)NC1(CCC1)C)C(F)(F)F)CO)O